benzoyl glycinate NCC(=O)OC(C1=CC=CC=C1)=O